ClC1=CC=C(C=C1)S(=O)(=O)C=1N([C@H]2[C@H](O)[C@H](O)[C@@H](CO)O2)C=2N=C(NC(C2N1)=O)N 8-(4-Chlorophenylsulfonyl)guanosine